OC=1C=C(C=CC1O)C(CSC1=C(C#N)C(=CC(=N1)C)C)=O 2-[2-(3,4-Dihydroxy-phenyl)-2-oxo-ethylsulfanyl]-4,6-dimethyl-nicotinonitrile